C1(CC1)N1C(C2=C(C=C1)C(=CN2)S(=O)(=O)Cl)=O 6-cyclopropyl-7-oxo-1H-pyrrolo[2,3-c]pyridine-3-sulfonyl chloride